[Ag+].[N-](S(=O)(=O)C(F)(F)F)S(=O)(=O)C(F)(F)F trifluoromethanesulfonimide silver salt